5-cyclopropyl-3-[[6-(1-hydroxyl-methyl-ethyl)-3-pyridyl]amino]-6-(3-methylimidazo[4,5-c]pyridin-7-yl)pyrazine-2-carboxamide C1(CC1)C=1N=C(C(=NC1C=1C2=C(C=NC1)N(C=N2)C)C(=O)N)NC=2C=NC(=CC2)C(C)(O)C